(E)-Methyl 4-(2-(3-(2-((1-(naphthalen-1-yl)cyclopropyl)carbamoyl)phenyl) propanoyl)hydrazinyl)-4-oxobut-2-enoate C1(=CC=CC2=CC=CC=C12)C1(CC1)NC(=O)C1=C(C=CC=C1)CCC(=O)NNC(/C=C/C(=O)OC)=O